FC(OC1=CC=C(C=C1)C1=NN=C(S1)CO)(F)F 5-(4-trifluoromethoxyphenyl)-1,3,4-thiadiazole-2-methanol